CC(C1=CC(=CC=C1)C(=C)C)(C)N=C=O α,α-Dimethyl-3-isopropenyl-benzylisocyanate